benzyl (2R)-2-(methylaminomethyl)morpholine-4-carboxylate CNC[C@@H]1CN(CCO1)C(=O)OCC1=CC=CC=C1